Methyl 4-(4-(5-(2,3-dihydro-1H-inden-4-yl)-6-methoxy-1H-pyrazolo[4,3-b]pyridin-3-yl)-1H-pyrazol-1-yl)piperidine-1-carboxylate C1CCC2=C(C=CC=C12)C1=C(C=C2C(=N1)C(=NN2)C=2C=NN(C2)C2CCN(CC2)C(=O)OC)OC